tert-Butyl N-[3-[3-[(SR)-[1-[(4aR,8aS)-3-oxo-4,4a,5,7,8,8a-hexahydropyrido[4,3-b][1,4]oxazine-6-carbonyl]-4-piperidyl]-phenyl-methyl]phenyl]propyl]carbamate O=C1N[C@H]2[C@@H](OC1)CCN(C2)C(=O)N2CCC(CC2)[C@H](C=2C=C(C=CC2)CCCNC(OC(C)(C)C)=O)C2=CC=CC=C2 |&1:19|